(S)-(1-(9H-fluoren-9-yl)-5-methyl-3,6-dioxo-2,9-dioxa-4,7-diazaundecane-11-yl)carbamic acid benzyl ester C(C1=CC=CC=C1)OC(NCCOCNC([C@@H](NC(OCC1C2=CC=CC=C2C=2C=CC=CC12)=O)C)=O)=O